C(#N)C=1C(C([C@@H]2CC[C@]3([C@@]4(CC[C@]5(CC[C@H]([C@@H]([C@H]5[C@H]4C(C=C3[C@]2(C1)C)=O)C)C)CNC(C)=O)C)C)(C)C)=O N-(((1S,2R,4aS,6aR,6bS,8aR,12aS,14aR,14bS)-11-cyano-1,2,6a,6b,9,9,12a-heptamethyl-10,14-dioxo-1,3,4,5,6,6a,6b,7,8,8a,9,10,12a,14,14a,14b-hexadecahydropicen-4a(2H)-yl)methyl)acetamide